(1R,2R)-1-(3-methoxyphenyl)-2-(pyridin-2-ylmethyl)cyclohexanol COC=1C=C(C=CC1)[C@@]1([C@H](CCCC1)CC1=NC=CC=C1)O